C(C)N([C@@H](CC1=CNC2=CC=CC=C12)C(=O)O)C(C)=O ethyl-acetyltryptophan